BrC1=C2C(=CNC2=CC=C1)CC1CC=C(CN1C)C(=O)OCC[Si](C)(C)C 2-(trimethylsilyl)ethyl 6-((4-bromo-1H-indol-3-yl)methyl)-1-methyl-1,2,5,6-tetrahydropyridine-3-carboxylate